(S)-pantolactone CC1(COC(=O)[C@H]1O)C